(R)-2,2-difluoro-2-(3-fluorophenyl)-1-phenylethyl ((S)-3-cyclohexyl-1-oxo-1-(((S)-1-oxo-3-((S)-2-oxopyrrolidin-3-yl)propan-2-yl)amino)propan-2-yl)carbamate C1(CCCCC1)C[C@@H](C(N[C@H](C=O)C[C@H]1C(NCC1)=O)=O)NC(O[C@@H](C(C1=CC(=CC=C1)F)(F)F)C1=CC=CC=C1)=O